COC1=CC=C2C=CC(=CC2=C1)C=1SC=C(N1)CC(=O)NCC(=O)O (2-(2-(7-Methoxynaphthalen-2-yl)Thiazol-4-yl)Acetyl)Glycine